2-amino-3-cyano-4-(4-fluorophenyl)-7-(dimethylamino)-4H-benzopyran NC=1OC2=C(C(C1C#N)C1=CC=C(C=C1)F)C=CC(=C2)N(C)C